(E)-2-amino-5-bromo-N-(3-(3-hydroxy-3-methylbut-1-yn-1-yl)phenyl)nicotinamide NC1=C(C(=O)NC2=CC(=CC=C2)C#CC(C)(C)O)C=C(C=N1)Br